NC1=NC=C(C=N1)C1=NC(=NC(=N1)N1CCOCC1)C1=CC(=C(S1)CN(CCN(C)C)C)C N1-((5-(4-(2-aminopyrimidin-5-yl)-6-morpholino-1,3,5-triazin-2-yl)-3-methylthiophen-2-yl)methyl)-N1,N2,N2-trimethylethane-1,2-diamine